4-(3,5-difluorophenoxy)pyridin-2-amine FC=1C=C(OC2=CC(=NC=C2)N)C=C(C1)F